8-tert-butyl 2-ethyl (1S,2S,5R)-3,8-diazabicyclo[3.2.1]octane-2,8-dicarboxylate [C@@H]12[C@H](NC[C@@H](CC1)N2C(=O)OC(C)(C)C)C(=O)OCC